NC1=C2N=CN(C2=NC=N1)[C@@H]1C([C@@H]([C@H]([C@@H]1F)O)COP(=O)(OC1=CC=CC=C1)N[C@H](C)C(=O)OC(C)C)=C isopropyl ((((1R,3R,4R,5R)-3-(6-amino-9H-purin-9-yl)-4-fluoro-5-hydroxy-2-methylenecyclopentyl)methoxy)(phenoxy)phosphoryl)-D-alaninate